C(C)P(=O)(CC)C=1C=2N(N=C(C1)N1[C@@H](COCC1)C)C(=NC2I)I (3R)-4-[4-(diethylphosphoryl)-5,7-diiodoimidazo[1,5-b]pyridazin-2-yl]-3-methylmorpholine